C1(CC1)S(=O)(=O)C=1C=C(OC[C@H](CN(C(OC(C)(C)C)=O)[C@H]2COC3(C2)CCN(CC3)S(=O)(=O)C=3C=NC2=C(C=CC=C2C3O)C)O)C=CC1 tert-butyl ((S)-3-(3-(cyclopropylsulfonyl)phenoxy)-2-hydroxypropyl)((R)-8-((4-hydroxy-8-methylquinolin-3-yl)sulfonyl)-1-oxa-8-azaspiro[4.5]decan-3-yl)carbamate